(E)-1-bromopentafluoropropene Br\C(=C(/C(F)(F)F)\F)\F